methyl 3,4-difluoro-2-(2-fluoro-4-iodoanilino)-5-hydroxybenzoate FC=1C(=C(C(=O)OC)C=C(C1F)O)NC1=C(C=C(C=C1)I)F